CC1=C(C=CC=C1C)C=1N(C(=C2CCC3=C(C12)C=CC=C3)C)C3=CC=C(C=C3)O 4-(1-(2,3-dimethylphenyl)-3-methyl-4,5-dihydro-2H-benzo[e]isoindol-2-yl)phenol